OC(CC1=C(C=C(C=C1)OC(C=C)=O)N1N=C2C(=N1)C=CC=C2)C(CCCCC)C 2-(2-hydroxy-3-methyl-octyl-5-acryloyloxy-phenyl)-2H-benzotriazole